N[C@H]1CN(C[C@H]1CC)C(=O)OC(C)(C)C tert-butyl (3R,4R)-3-amino-4-ethylpyrrolidine-1-carboxylate